C(#N)C1=C(N=C(S1)N(C1=C(N=C2N1C=C(C=C2)C=2C=NC(=NC2)N2CCC(CC2)NC(=O)C2CCN(CC2)C(=O)OC(C)(C)C)CC)C)C2=CC=C(C=C2)F tert-butyl 4-((1-(5-(3-((5-cyano-4-(4-fluorophenyl)thiazol-2-yl)(methyl)amino)-2-ethylimidazo[1,2-a]pyridin-6-yl)pyrimidin-2-yl)piperidin-4-yl)carbamoyl)piperidine-1-carboxylate